C(CC)OC(C(C(=O)OCCC)(C)CC1=CC=CC=C1)=O benzyl-methyl-malonic acid dipropyl ester